FC(CN1N=NC2=C1C=C(C=C2)C=2C=CN1N=C(N=C(C12)OC)NC1CCN(CC1)C(=O)C1(CC1)C#N)F 1-(4-((5-(1-(2,2-difluoroethyl)-1H-benzo[d][1,2,3]triazol-6-yl)-4-methoxypyrrolo[2,1-f][1,2,4]triazin-2-yl)amino)piperidine-1-carbonyl)cyclopropane-1-carbonitrile